benzyl N-[3-[3-[3-fluoro-5-(1-hydroxyethyl)phenyl]-1-tetrahydropyran-2-yl-indazol-5-yl]oxypropyl]carbamate FC=1C=C(C=C(C1)C(C)O)C1=NN(C2=CC=C(C=C12)OCCCNC(OCC1=CC=CC=C1)=O)C1OCCCC1